C(C)C1=C(C(=CC(=C1)C)CC)C(C(=O)O)C(=O)O 2,6-diethyl-4-methyl-phenyl-malonic acid